5-((6-((R)-3-(4-amino-3-(4-phenoxyphenyl)-1H-pyrazolo[3,4-d]pyrimidin-1-yl)piperidine-1-yl)-6-oxohexyl)thio)-2-(2,6-dioxopiperidin-3-yl)-6-fluoroisoindoline-1,3-dione NC1=C2C(=NC=N1)N(N=C2C2=CC=C(C=C2)OC2=CC=CC=C2)[C@H]2CN(CCC2)C(CCCCCSC=2C=C1C(N(C(C1=CC2F)=O)C2C(NC(CC2)=O)=O)=O)=O